heptadecan-9-yl 2-((3-(1H-imidazol-1-yl)propyl)carbamoyl)-4-((3-(hexadecyloxy)-3-oxopropyl)thio)butanoate N1(C=NC=C1)CCCNC(=O)C(C(=O)OC(CCCCCCCC)CCCCCCCC)CCSCCC(=O)OCCCCCCCCCCCCCCCC